CC1C=C(C2=C(N(C1=O)CC1=CC=NC=C1)C=CC=C2)O Methyl-5-hydroxy-2-oxo-1-(pyridin-4-ylmethyl)-2,3-dihydro-1H-benzo[b]azepine